3-(3-(1-(2-(2-fluoro-5-((6-fluoro-4-(2,2,2-trifluoroethyl)-1H-indol-5-yl)oxy)phenyl)-1H-imidazol-5-yl)-1-hydroxyethyl)phenyl)propanoic acid FC1=C(C=C(C=C1)OC=1C(=C2C=CNC2=CC1F)CC(F)(F)F)C=1NC(=CN1)C(C)(O)C=1C=C(C=CC1)CCC(=O)O